N1C=2N(CC1)CCN2 2,3,5,6-tetrahydroimidazolo[1,2-a]imidazole